COC(=O)C1=NNC(C=C1C)=O.ClC1=CC(=C(N=N1)C(=O)OC)C methyl 6-chloro-4-methylpyridazine-3-carboxylate Methyl-4-methyl-6-oxo-1,6-dihydropyridazine-3-carboxylate